C(C)(=O)O[C@H]1[C@H](OC2=CN(C3=CC=C(C(=C23)Br)OC2=NC(=NC(=N2)OC)N2CCOCC2)C(C)=O)O[C@@H]([C@H]([C@@H]1OC(C)=O)OC(C)=O)COC(C)=O 1-Acetyl-4-bromo-5-[(4-methoxy-6-morpholino-1,3,5-triazin-2-yl)oxy]-1H-indole-3-yl 2,3,4,6-tetra-O-acetyl-β-D-glucopyranoside